(S)-2-acetylamino-3,9,10-trimethoxy-6,8,13,13a-tetrahydro-5H-dibenzo[a,g]quinolizine C(C)(=O)NC=1C(=CC2=C([C@@H]3CC4=C(CN3CC2)C(=C(C=C4)OC)OC)C1)OC